(Z)-2-methyl-4-(4-morpholinobenzylidene)oxazol-5(4H)-one CC=1OC(/C(/N1)=C/C1=CC=C(C=C1)N1CCOCC1)=O